(S)-4-(7-fluoroimidazo[1,2-a]pyridin-3-yl)-7-((5-(3-morpholinopiperidin-1-yl)pyridin-2-yl)amino)isoindolin-1-one FC1=CC=2N(C=C1)C(=CN2)C2=C1CNC(C1=C(C=C2)NC2=NC=C(C=C2)N2C[C@H](CCC2)N2CCOCC2)=O